ClC=1C=C(C=CC1OC(C)C)C1=NC(=NO1)N1CCCC2=CC(=CC=C12)CNC(C(=O)O)C (((1-(5-(3-chloro-4-isopropoxyphenyl)-1,2,4-oxadiazol-3-yl)-1,2,3,4-tetrahydroquinolin-6-yl)methyl)amino)propionic acid